C[C@@H]1CCC([C@@H](C1)C1=CC=C(C(=O)OC)C=C1)=O |r| Racemic-methyl 4-((1S*,5R*)-5-methyl-2-oxocyclohexyl)benzoate